C(C)(=O)OCC(=O)NCCN1N(C(C=2CN(CCC21)CC2=CC(=CC(=C2)F)F)=O)CC2=C(C=C(C=C2)F)CO 2-((2-(5-(3,5-difluorobenzyl)-2-(4-fluoro-2-(hydroxymethyl) benzyl)-3-oxo-2,3,4,5,6,7-hexahydro-1H-pyrazolo[4,3-c]pyridin-1-yl) ethyl) amino)-2-oxoethyl acetate